1-(4-fluoro-3-hydroxyphenyl)ethan-1-one FC1=C(C=C(C=C1)C(C)=O)O